N-(3-Carbamoyl-1-methyl-1H-pyrazol-4-yl)-5-(3-oxopiperazin-1-yl)pyrazolo[1,5-a]pyrimidin-3-carboxamid C(N)(=O)C1=NN(C=C1NC(=O)C=1C=NN2C1N=C(C=C2)N2CC(NCC2)=O)C